ClC=1C=NN2C1C(=CC(=C2)C=2C=NN(C2)C2CCN(CC2)C(=O)C2(CN(C2)C(C=C)=O)F)OC 1-(3-(4-(4-(3-chloro-4-methoxypyrazolo[1,5-a]pyridin-6-yl)-1H-pyrazol-1-yl)piperidine-1-carbonyl)-3-fluoroazetidin-1-yl)prop-2-en-1-one